2,5-diethylthiazole-4-carboxylic acid C(C)C=1SC(=C(N1)C(=O)O)CC